Cl.Cl.C1(CC(CC1)N)N Cyclopentane-1,3-diamine dihydrochloride